(1S)-(+)-Menthyl chloroformate C[C@H]1CC[C@@H]([C@H](C1)OC(=O)Cl)C(C)C